C(CCC)OC1=CC=C(C(=O)OC2=CC=C(C=C2)OCC2OC2)C=C1 4-(oxiran-2-ylmethoxy)phenyl 4-butoxybenzoate